Cl[Si](C=C)(C=C)C chloro(methyl)(divinyl)silane